2,4-dichloro-3-((5-(2-hydroxypropan-2-yl)-6-methoxypyridin-3-yl)oxy)benzoic Acid ClC1=C(C(=O)O)C=CC(=C1OC=1C=NC(=C(C1)C(C)(C)O)OC)Cl